2-[rac-(3S,4S)-3-methyltetrahydropyran-4-yl]oxyethyl 4-methylbenzenesulfonate CC1=CC=C(C=C1)S(=O)(=O)OCCO[C@@H]1[C@H](COCC1)C |r|